Nδ-Fmoc-L-ornithine C(=O)(OCC1C2=CC=CC=C2C2=CC=CC=C12)NCCC[C@H](N)C(=O)O